N-(2-((R)-4-Cyanothiazolidin-3-yl)-2-oxoethyl)-6-((S)-3-methoxypyrrolidin-1-yl)-quinoline-4-carboxamide C(#N)[C@H]1N(CSC1)C(CNC(=O)C1=CC=NC2=CC=C(C=C12)N1C[C@H](CC1)OC)=O